tetrahydro-1,1-dioxothiophene O=S1(CCCC1)=O